NC1=NC=CC(=C1)C1=C(N=CN1CCN1CCOCC1)C1=CC=C(C=C1)F 2-[5-(2-Aminopyridin-4-yl)-4-(4-fluorophenyl)-1H-imidazol-1-yl]-1-(morpholin-4-yl)ethan